C(=CCC)NS(=O)(=O)C1=CC=C(C=C1)C N-(1-buten-1-yl)-4-methylbenzenesulfonamide